tert-butyl (2S)-4-(6-((7-bromo-1-hydroxy-2,3-dihydro-1H-inden-1-yl)methyl)-5-(hydroxymethyl)-2-(methylthio)pyrimidin-4-yl)-2-(cyanomethyl)piperazine-1-carboxylate BrC=1C=CC=C2CCC(C12)(O)CC1=C(C(=NC(=N1)SC)N1C[C@@H](N(CC1)C(=O)OC(C)(C)C)CC#N)CO